2-(3-methylbutyl)-decanoic acid CC(CCC(C(=O)O)CCCCCCCC)C